C(CCCCCCC)[B] 1-octyl-boron